ClC=1C(=CC(=C(N)C1)F)C1=CC(=NC=C1)OC(C)C 5-Chloro-2-fluoro-4-(2-isopropoxypyridin-4-yl)aniline